ClC1=CC2=C(N(C(N2CCN2CCOCC2)=O)C2CCN(CC2)C2CCCCC2)C=C1Cl 5,6-dichloro-1-(1-cyclohexylpiperidin-4-yl)-3-(2-morpholinoethyl)-1,3-dihydro-2H-benzo[d]imidazol-2-one